(3S,4R)-4-{[6-bromo-5-fluoro-7-(1,1,1-trifluoropropan-2-yl)pyrrolo[2,1-f][1,2,4]triazin-2-yl]amino}oxan-3-yl acetate C(C)(=O)O[C@@H]1COCC[C@H]1NC1=NN2C(C=N1)=C(C(=C2C(C(F)(F)F)C)Br)F